6-CYANO-3-OXOISOINDOLIN-5-YLBORONIC ACID C(#N)C1=C(C=C2C(NCC2=C1)=O)B(O)O